N1-(6-(4-fluorophenyl)-8-methoxyquinazolin-4-yl)-N3,N3-dimethylpropane-1,3-diamine FC1=CC=C(C=C1)C=1C=C2C(=NC=NC2=C(C1)OC)NCCCN(C)C